1-((cis)-bicyclo[3.1.0]hexan-3-yl)-4-((5-bromoisoxazol-3-yl)methyl)-1,4-dihydropyrazine-2,3-dione C12CC(CC2C1)N1C(C(N(C=C1)CC1=NOC(=C1)Br)=O)=O